bis(2,3-dimethyl-4-aminocyclohexyl)methane Methyl-5-(3-((tert-butoxycarbonyl)(methyl)amino)-2,3-dihydrobenzofuran-6-yl)picolinate COC(C1=NC=C(C=C1)C1=CC2=C(C(CO2)N(C)C(=O)OC(C)(C)C)C=C1)=O.CC1C(CCC(C1C)N)CC1C(C(C(CC1)N)C)C